[7-oxo-3-(4-piperazin-4-ium-1-ylpyrazol-1-yl)-1,6-diazabicyclo[3.2.1]oct-3-en-6-yl]-hydrogensulfat O=C1N(C2C=C(CN1C2)N2N=CC(=C2)N2CC[NH2+]CC2)OS(=O)(=O)O